5-(2-amino-[1,2,4]triazolo[1,5-a]pyridin-7-yl)-N-(3-(4-chlorophenyl)-2,2-difluoro-3-hydroxybutyl)-4-fluoro-2-methylbenzamide NC1=NN2C(C=C(C=C2)C=2C(=CC(=C(C(=O)NCC(C(C)(O)C3=CC=C(C=C3)Cl)(F)F)C2)C)F)=N1